4-((2-(methylamino)ethyl)amino)cyclobut-3-ene-1,2-dione CNCCNC1=CC(C1=O)=O